ClC1=NC(=C2C(=N1)N(N=C2)[C@H]2[C@@H]([C@@H]([C@H](O2)COCP(O)(=O)OCOC(C(C)(C)C)=O)O)O)NC2CCCC2 [(2R,3S,4R,5R)-5-[6-chloro-4-(cyclopentyl-amino)pyrazolo[3,4-d]-pyrimidin-1-yl]-3,4-dihydroxy-tetrahydro-furan-2-yl]methoxy-methyl-(2,2-dimethyl-propanoyloxymethoxy)-phosphinic acid